α-bromocyclopropylethyl ketone BrC(CC1CC1)C(=O)C(CC1CC1)Br